(2R)-2-amino-N-[6-(2-methoxy-3-methyl-phenoxy)-2-pyridyl]butanamide N[C@@H](C(=O)NC1=NC(=CC=C1)OC1=C(C(=CC=C1)C)OC)CC